C(CCCCC)C1C(=O)OCCC1 Monohexyl-δ-valerolacton